NCCCN(C(OC(C)(C)C)=O)CCCCN(CCCNC(=O)OC(C)(C)C)C(=O)OC(C)(C)C tert-butyl (3-aminopropyl)(4-((tert-butoxycarbonyl)(3-((tert-butoxycarbonyl)amino)propyl)amino)butyl)carbamate